BrC=1C=C(C=CC1)C=1NC(SC1)N/N=C/C=1N=CC=2N(C3=CC=CC=C3C2C1)CC1=CC=CC=C1 4-(3-bromophenyl)-2-(((E)-(9-benzyl-β-carbolin-3-yl)methylene)hydrazino)-2,3-dihydrothiazole